5-(3-(difluoromethyl)cyclobutoxy)-N-((3R,4S)-3-methyl-1-(methylsulfonyl)piperidin-4-yl)-6-(1H-pyrazol-4-yl)-[1,2,4]triazolo[1,5-a]pyrazin-2-amine FC(C1CC(C1)OC1=C(N=CC=2N1N=C(N2)N[C@@H]2[C@@H](CN(CC2)S(=O)(=O)C)C)C=2C=NNC2)F